(S)-3-amino-2-phenylpropionic acid NC[C@@H](C(=O)O)C1=CC=CC=C1